N-(5-(((5-(tert-butyl)oxazol-2-yl)methyl)thio)thiazol-2-yl)-1-((2-(2,6-dioxopiperidin-3-yl)-7-fluoro-1,3-dioxoisoindolin-5-yl)methyl)piperidine-4-carboxamide C(C)(C)(C)C1=CN=C(O1)CSC1=CN=C(S1)NC(=O)C1CCN(CC1)CC=1C=C2C(N(C(C2=C(C1)F)=O)C1C(NC(CC1)=O)=O)=O